2-[(2R)-3-(3,4-dihydro-1H-isoquinolin-2-yl)-2-hydroxypropyl]spiro[3H-isoquinoline-4,1'-cyclopropane]-1-one C1N(CCC2=CC=CC=C12)C[C@H](CN1C(C2=CC=CC=C2C2(CC2)C1)=O)O